OC(C)(C)C(C)(C)O.C(=C)OB(O)O vinylborate-pinacol